COC1=CC=C(C=C1)C1C(O1)C(=O)OCC ethyl 3-(4-methoxyphenyl)-oxirancarboxylate